2,6-bis(1,1-dimethylethyl)-4-(1-methylpropyl)phenol CC(C)(C)C1=C(C(=CC(=C1)C(CC)C)C(C)(C)C)O